FC(C1=NN=C(O1)C1=CC=2N(C=C1)C=C(N2)CN(C(=O)C2CCN(CC2)CC)C2=CC(=CC=C2)F)F N-((7-(5-(difluoromethyl)-1,3,4-oxadiazol-2-yl)imidazo[1,2-a]pyridin-2-yl)methyl)-1-ethyl-N-(3-fluorophenyl)piperidine-4-carboxamide